ClC=1C(=NC(=NC1)N1CC[C@@H](CCC1)C)NC1=CC=2C3=C(C(N(C2C=C1)C)=O)OCC([C@@H](N3)C3CC3)(F)F (S)-10-((5-Chloro-2-((R)-4-methylazepan-1-yl)pyrimidin-4-yl)amino)-2-cyclopropyl-3,3-difluoro-7-methyl-1,2,3,4-tetrahydro-[1,4]oxazepino[2,3-c]chinolin-6(7H)-on